Cl.FC1=C(C=NN1C)N(S(=O)=O)NC1CNCCC1 N-(5-fluoro-1-methyl-1H-pyrazol-4-yl)-N-(piperidin-3-yl)amino-sulfonamide hydrochloride